The molecule is an acyl-CoA resulting from the formal condensation of the thiol group of coenzyme A with the 1-carboxy group of 3-oxohexadecanedioic acid. It derives from a hexadecanedioic acid. It is a conjugate acid of a 3-oxohexadecanedioyl-CoA(5-). CC(C)(COP(=O)(O)OP(=O)(O)OC[C@@H]1[C@H]([C@H]([C@@H](O1)N2C=NC3=C(N=CN=C32)N)O)OP(=O)(O)O)[C@H](C(=O)NCCC(=O)NCCSC(=O)CC(=O)CCCCCCCCCCCCC(=O)O)O